C(C)(C)(C)C(C(NC1=CC=CC=C1)=O)N(C(\C(=C(\C1=CC(=C(C(=C1)[N+](=O)[O-])O)OC)/O)\C#N)=O)C t-butyl-(Z)-2-cyano-3-hydroxy-3-(4-hydroxy-3-methoxy-5-nitrophenyl)-N-methyl-N-(2-oxo-2-(phenylamino)ethyl)acrylamide